C(C)N(S(=O)(=O)NC=1C(=C(C=CC1)C1=NN(C=C1C1=CC=NC=C1)C1=CC=C(C=C1)N1CCN(CC1)C(=O)OC(C)(C)C)F)C tert-butyl 4-{4-[3-(3-{[ethyl(methyl)sulfamoyl]amino}-2-fluorophenyl)-4-(pyridin-4-yl)pyrazol-1-yl]phenyl}piperazine-1-carboxylate